(S)-2-((4-((2-hydroxy-1-phenylethyl)amino)-5-(3-(quinuclidin-4-yl)-1,2,4-oxadiazol-5-yl)pyridin-2-yl)amino)-7,7-dimethyl-7,8-dihydro-5H-pyrano[4,3-b]pyridin-5-one OC[C@H](C1=CC=CC=C1)NC1=CC(=NC=C1C1=NC(=NO1)C12CCN(CC1)CC2)NC2=CC=C1C(=N2)CC(OC1=O)(C)C